O1C(OCCC1)C1=CC=C(C=C1)C=CC(=O)C1=C(C(=C(C(=C1)Cl)OC)Br)O 3-(4-(1,3-dioxan-2-yl)phenyl)-1-(3-bromo-5-chloro-2-hydroxy-4-methoxyphenyl)prop-2-en-1-one